CC1=CC(=NN1C1CCC(CC1)CN)C(F)(F)F (4-(5-methyl-3-(trifluoromethyl)-1H-pyrazol-1-yl)cyclohexyl)methanamine